furoic acid oxide O1C2(C(C=C1)O2)C(=O)O